C(C)(=O)C1=C(C2=C(N=C(N=C2)NC2=CC=C(C=N2)NC(C)=O)N(C1=O)C1CCCC1)C N-[6-(6-Acetyl-8-cyclopentyl-5-methyl-7-oxo-7,8-dihydro-pyrido[2,3-d]pyrimidin-2-ylamino)-pyridin-3-yl]-acetamide